(Z)-3-(((2R,3S)-3-butyl-2-fluoro-7-(methylthio)-1,1-dioxido-5-phenyl-2,3,4,5-tetrahydrobenzo[b][1,4]thiazepin-8-yl)oxy)-2-fluoroacrylic acid C(CCC)[C@H]1CN(C2=C(S([C@H]1F)(=O)=O)C=C(C(=C2)SC)O\C=C(\C(=O)O)/F)C2=CC=CC=C2